(R)-N-[(1S)-2,2-difluoro-1-[2-fluoro-4-(trifluoromethyl)phenyl]ethyl]-N,2-dimethyl-propane-2-sulfinamide FC([C@H](C1=C(C=C(C=C1)C(F)(F)F)F)N([S@](=O)C(C)(C)C)C)F